2',4'-dichloro-4-{[(dimethylcarbamoyl)methoxy]carbonyl}-[1,1'-biphenyl] ClC1=C(C=CC(=C1)Cl)C1=CC=C(C=C1)C(=O)OCC(N(C)C)=O